1-(3-((4-(4-((3-amino-5-((3S,4S)-4-amino-3-methyl-2-oxa-8-azaspiro[4.5]decan-8-yl)pyrazin-2-yl)thio)pyridin-2-yl)piperazin-1-yl)methyl)phenyl)dihydropyrimidine-2,4(1H,3H)-dione NC=1C(=NC=C(N1)N1CCC2([C@@H]([C@@H](OC2)C)N)CC1)SC1=CC(=NC=C1)N1CCN(CC1)CC=1C=C(C=CC1)N1C(NC(CC1)=O)=O